C(C)OC(CC1=CC=C(C=C1)S(=O)(=O)CC)=O 2-(4-(ethylsulfonyl)phenyl)acetic acid ethyl ester